2-(p-chlorophenyl)-s-triazine ClC1=CC=C(C=C1)C1=NC=NC=N1